2-ethylhexyl p-methoxycinnamate (2-ethylhexyl para-methoxycinnamate) C(C)C(CC(C(=O)O)=CC1=CC=C(C=C1)OC)CCCC.COC1=CC=C(C=CC(=O)OCC(CCCC)CC)C=C1